NCCCC[Si](OC)(C)C 4-Aminobutyldimethyl-methoxysilan